7-(2-fluoro-6-methoxyphenyl)-6-fluoro-2,4-dihydroxy-1,8-naphthyridine FC1=C(C(=CC=C1)OC)C1=C(C=C2C(=CC(=NC2=N1)O)O)F